CC=1C=C2C=3C=CC(C2=CC1)N3 4-methyl-11-azatricyclo[6.2.1.02,7]Undecene-2,4,6,9-tetraene